NC1=NC=C(C2=C1C=NN2)NC(C(=O)N2[C@H](CC[C@@H](C2)C)C2=CC(=C(C=C2)F)F)=O N-(4-amino-1H-pyrazolo[4,3-c]pyridin-7-yl)-2-((2R,5S)-2-(3,4-difluorophenyl)-5-methylpiperidin-1-yl)-2-oxoacetamide